((2r,3r,4r,5s)-3-(7-(((1r,2s)-2-(3,4-difluorophenyl)cyclopropyl)amino)-5-(propylsulfanyl)-3H-[1,2,3]triazolo[4,5-d]pyrimidin-3-yl)-4-hydroxytetrahydrofuran-2,5-diyl)dimethanol FC=1C=C(C=CC1F)[C@H]1[C@@H](C1)NC=1C2=C(N=C(N1)SCCC)N(N=N2)[C@H]2[C@@H](O[C@H]([C@@H]2O)CO)CO